cis-2-[(5-bromo-2-chloropyrimidin-4-yl)oxy]cyclopentan-1-ol BrC=1C(=NC(=NC1)Cl)O[C@@H]1[C@@H](CCC1)O